O1COC2=C1C=CC(=C2)C=CC(=O)C2=C(C=C(C=C2)O)O 3-(1,3-Benzodioxol-5-yl)-1-(2,4-dihydroxyphenyl)prop-2-en-1-one